C(O[C@H]1\C=C\C[C@@H]([C@@H](CC1)COC(=O)OC1=CC=C(C=C1)[N+](=O)[O-])NC(=O)OCC[Si](C)(C)C)(OC1=CC=C(C=C1)[N+](=O)[O-])=O (1R,2E,5S,6R)-6-({[(4-Nitrophenoxy)carbonyl]oxy}methyl)-5-({[2-(trimethylsilyl)ethoxy]carbonyl}amino)cyclooct-2-en-1-yl 4-nitrophenyl carbonate